N-(5-(5-acetamido-1H-pyrazol-1-yl)-1,3,4-thiadiazol-2-yl)-3-(2-(tert-butoxy)ethoxy)-4-(2,6-dimethoxyphenyl)-2-oxo-2H-pyran-6-carboxamide C(C)(=O)NC1=CC=NN1C1=NN=C(S1)NC(=O)C1=CC(=C(C(O1)=O)OCCOC(C)(C)C)C1=C(C=CC=C1OC)OC